Ethyl (2E,3E)-2-[2-(3,4-dichlorophenyl)hydrazinylidene]-3-(hydroxyimino)propanoate ClC=1C=C(C=CC1Cl)N\N=C(\C(=O)OCC)/C=N/O